ClC1=CC=C(C=C1)S(=O)(=NCC1=CC=C(C=C1)C1=NOC(=N1)C(F)(F)F)C (4-chlorophenyl)(methyl)((4-(5-(trifluoromethyl)-1,2,4-oxadiazol-3-yl)benzyl)imino)-λ6-sulfanone